1-(tert-butoxycarbonyl)-L-prolyl-N-[2-(ethoxymethyl)-1-(2-hydroxy-2-methylpropyl)-1H-imidazo[4,5-c]quinolin-4-yl]-L-valinamide C(C)(C)(C)OC(=O)N1[C@@H](CCC1)C(=O)N[C@@H](C(C)C)C(=O)NC1=NC=2C=CC=CC2C2=C1N=C(N2CC(C)(C)O)COCC